FC(C1=NN=C(O1)CN)(F)F (5-(trifluoromethyl)-1,3,4-oxadiazol-2-yl)methylamine